C1=CC=CC=2C3=CC=CC=C3C(C12)COC(=O)N[C@H](CN(CC(=O)O)S(=O)(=O)CC(C)C)[C@H](CC)C N-((2S,3S)-2-((((9H-fluoren-9-yl)methoxy)carbonyl)amino)-3-methylpentyl)-N-(isobutylsulfonyl)glycine